tert-Butyl 2-(3-carbamoyl-5-(2-methylpyrazolo[1,5-a]pyrimidin-6-yl)-1H-indol-1-yl)acetate C(N)(=O)C1=CN(C2=CC=C(C=C12)C=1C=NC=2N(C1)N=C(C2)C)CC(=O)OC(C)(C)C